CN1CCC(=CC1)C=1C=CC=2N(C1)N=CC2 6-(1-methyl-1,2,3,6-tetrahydropyridin-4-yl)pyrazolo[1,5-a]pyridine